N-(5-Cyano-6-(2H-1,2,3-triazol-2-yl)pyridin-3-yl)-1-(4-fluoronaphthalen-1-yl)-5-(trifluoromethyl)-1H-pyrazol-4-carboxamid C(#N)C=1C=C(C=NC1N1N=CC=N1)NC(=O)C=1C=NN(C1C(F)(F)F)C1=CC=C(C2=CC=CC=C12)F